6-isopropyl-2-methylsulfanyl-5,6,7,8-tetrahydroquinazolin-4-ol C(C)(C)C1CC=2C(=NC(=NC2CC1)SC)O